(2S,4r)-N-[[3-(4-cyanophenyl)-1-methyl-pyrazol-4-yl]methyl]-1-[(2S)-2-(4-cyclopropyltriazol-1-yl)-3,3-dimethyl-butyryl]-4-hydroxy-pyrrolidine-2-carboxamide C(#N)C1=CC=C(C=C1)C1=NN(C=C1CNC(=O)[C@H]1N(C[C@@H](C1)O)C([C@H](C(C)(C)C)N1N=NC(=C1)C1CC1)=O)C